CSC1=CC=CC=C1 methyl-(phenyl)sulfane